N[C@H](C(=O)O)CC1=CC=C(C=C1)C=1C(=NC=CC1)N(C)C (S)-2-amino-3-(4-(2-(dimethylamino)pyridin-3-yl)phenyl)propanoic acid